C(C)(C)C1=C(C=CC=C1)C1=NC=C2NC(N(C2=N1)[C@H](C)C1=CC=C(C=C1)C=1N(C=CN1)C)=O (R)-2-(2-isopropylphenyl)-9-(1-(4-(1-methyl-1H-imidazol-2-yl)phenyl)ethyl)-7,9-dihydro-8H-purin-8-one